C(#N)C1=CC=C(C=C1)N1N=C(C=C1)N1CCN(CC1)C(=O)OC(C)(C)C tert-Butyl 4-(1-(4-cyanophenyl)-1H-pyrazol-3-yl)piperazine-1-carboxylate